NC1=CC=C(C=C1)N1CCN(CC1)C1=CC=C(C=C1)N 1,4-bis-(4-aminophenyl)-piperazine